2-Cyclopentyloxy-1-propyl-8-[1-(3-trifluoromethyl-benzyl)-1H-pyrazol-4-yl]-1,7-dihydro-purin-6-one C1(CCCC1)OC=1N(C(C=2NC(=NC2N1)C=1C=NN(C1)CC1=CC(=CC=C1)C(F)(F)F)=O)CCC